2-chloro-6-(4-(4-(2-(ethylamino)pyrimidin-5-yl)-1-methyl-6-oxo-1,6-dihydropyridin-3-yl)-1H-pyrazol-1-yl)benzonitrile ClC1=C(C#N)C(=CC=C1)N1N=CC(=C1)C1=CN(C(C=C1C=1C=NC(=NC1)NCC)=O)C